ClC1=CC(=C(C=C1)[C@@H]1COC2=CC=CC(=C2C1(F)F)C1CCN(CC1)CC1=NC=2C(=NC(=CC2)C(=O)O)N1C[C@H]1OCC1)F 2-((4-((R)-3-(4-chloro-2-fluorophenyl)-4,4-difluorochroman-5-yl)piperidin-1-yl)methyl)-3-(((S)-oxetan-2-yl)methyl)-3H-imidazo[4,5-b]pyridine-5-carboxylic acid